FC(C(=O)O)(F)F.C(C)=O ethane-1-one trifluoroacetate